4,6-dichloro-2-((3,3-dimethylbutyl)thio)-5-nitropyrimidine ClC1=NC(=NC(=C1[N+](=O)[O-])Cl)SCCC(C)(C)C